Benzyl (1R,3S,5R)-2-(2-methoxy-2-oxoacetyl)-2-azabicyclo[3.1.0]hexane-3-carboxylate COC(C(=O)N1[C@@H]2C[C@@H]2C[C@H]1C(=O)OCC1=CC=CC=C1)=O